[N].FC(C(=O)C(CCC[C@H](N)C(=O)O)N)(F)F.[N] nitrogen epsilon-trifluoroacetyl-L-Lysine nitrogen